FC1(CC(C1)(C)CN1N=CC(=C1C(=O)N(C1=CC(=NC=C1)S(=O)(=N)C)C12C(C(C1)C2)(F)F)C(F)F)F 1-((3,3-difluoro-1-methylcyclobutyl)methyl)-N-(2,2-difluorobicyclo[1.1.1]pentan-1-yl)-4-(difluoromethyl)-N-(2-(S-methylsulfonimidoyl)pyridin-4-yl)-1H-pyrazole-5-carboxamide